2-(4-((allyldisulfaneyl)methyl)phenyl)-1,3-dithiolane C(C=C)SSCC1=CC=C(C=C1)C1SCCS1